NC1=NC=2C=CC=C(C2C2=C1N=C(N2)COCC)OCCC(C)(O)C 4-[[4-amino-2-(ethoxymethyl)-1H-imidazo[4,5-c]quinolin-9-yl]oxy]-2-methyl-2-butanol